C(C)(C)OC(=O)[C@@H]1C[C@H](CCC1)OC=1C(=NC(=CC1)C=1N=NN(C1CN)C)CC (1s,3s)-3-((6-(5-(aminomethyl)-1-methyl-1H-1,2,3-triazol-4-yl)-2-ethylpyridin-3-yl)oxy)cyclohexane-1-carboxylic acid isopropyl ester